N-(3-((1s,3R)-3-(cyanomethyl)-1-(4-methyl-4H-1,2,4-triazol-3-yl)cyclobutyl)phenyl)-7-(((S)-3-methylpiperidin-1-yl)methyl)-1H-pyrrolo[3,2-b]pyridine-5-carboxamide C(#N)CC1CC(C1)(C1=NN=CN1C)C=1C=C(C=CC1)NC(=O)C1=CC(=C2C(=N1)C=CN2)CN2C[C@H](CCC2)C